C(C)(C)(C)OC(NC1[C@@H]2CN(C[C@H]12)C1=NC=C(C=C1)Br)=O ((1R,5S,6r)-3-(5-bromopyridin-2-yl)-3-azabicyclo[3.1.0]hexan-6-yl)carbamic acid tert-butyl ester